2,3'-bipyridinyl-6'(1'H)-one N1=C(C=CC=C1)C1=CNC(C=C1)=O